(2R,3R,4R,5S)-4-[[3-(3,4-difluoro-2-methoxy-phenyl)-5-(difluoromethyl)-4,5-dimethyl-tetrahydrofuran-2-carbonyl]amino]pyridine-2-carboxamide FC=1C(=C(C=CC1F)[C@@H]1[C@@H](O[C@]([C@@H]1C)(C)C(F)F)C(=O)NC1=CC(=NC=C1)C(=O)N)OC